NC1=CC(=C(OC2=C(C=C(C=C2C(C)C)C2(C3=CC=CC=C3C=3C=CC=CC23)C2=CC(=C(C(=C2)C(C)C)OC2=C(C=C(C=C2)N)C(C)C)C(C)C)C(C)C)C=C1)C(C)C 9,9-bis[4-(4-amino-2-isopropylphenoxy)-3,5-di-isopropylphenyl]fluorene